ClC1=C2C(=NC=C1C#CC1=CC=C(C=C1)C(F)(F)F)NC=C2 4-chloro-5-((4-(trifluoromethyl)phenyl)ethynyl)-1H-pyrrolo[2,3-b]Pyridine